CC(CCCCC(=O)O)O The molecule is an (omega-1)-hydroxy fatty acid that is heptanoic acid in which one of the hydrogens at position 6 is replaced by a hydroxy group. It is a medium-chain fatty acid and an (omega-1)-hydroxy fatty acid. It derives from a heptanoic acid.